N-[[6-chloro-3-[[(1R)-1-(3,6-dimethyl-4-oxo-2-phenyl-benzopyran-8-yl)ethyl]amino]-2-pyridinyl]sulfonyl]acetamide ClC1=CC=C(C(=N1)S(=O)(=O)NC(C)=O)N[C@H](C)C1=CC(=CC=2C(C(=C(OC21)C2=CC=CC=C2)C)=O)C